tert-butyl (3-((tert-butyldimethylsilyl)oxy)-2-oxopropyl)carbamate [Si](C)(C)(C(C)(C)C)OCC(CNC(OC(C)(C)C)=O)=O